ClC1=NC(=CC(=C1)C(C1CCC(CC1)=O)(F)F)Cl 4-[(2,6-dichloro-4-pyridyl)-difluoro-methyl]cyclohexanone